4-[3-[2,6-Dichloro-4-[3-(4-methylpyrazol-1-yl)azetidin-1-yl]benzoyl]-2,4-dihydro-1,3-benzoxazin-8-yl]-5-fluoro-2-(3-oxa-8-azabicyclo[3.2.1]octan-8-yl)benzoic acid ClC1=C(C(=O)N2COC3=C(C2)C=CC=C3C3=CC(=C(C(=O)O)C=C3F)N3C2COCC3CC2)C(=CC(=C1)N1CC(C1)N1N=CC(=C1)C)Cl